N1-(2-morpholinoethyl)benzene-1,2-diamine O1CCN(CC1)CCNC=1C(=CC=CC1)N